4-{5-[(R)-(4-tert-Butyl-phenyl)-(1,3-dimethyl-azetidin-3-yl)-hydroxy-methyl]-pyridin-3-yl}-2-(6-methyl-pyridin-2-yl)-but-3-yn-2-ol C(C)(C)(C)C1=CC=C(C=C1)[C@@](C=1C=C(C=NC1)C#CC(C)(O)C1=NC(=CC=C1)C)(O)C1(CN(C1)C)C